benzyl 5-(4-((4-(1H-pyrazol-4-yl)phenyl)amino)pyrimidin-2-yl)isoindolin-2-carboxylate N1N=CC(=C1)C1=CC=C(C=C1)NC1=NC(=NC=C1)C=1C=C2CN(CC2=CC1)C(=O)OCC1=CC=CC=C1